C(C)C=1C=CC(=C(N)C1F)C(F)(F)F 5-ethyl-6-fluoro-2-(trifluoromethyl)aniline